(S)- and (R)-2-((4-fluorophenethyl)amino)-1-(6-(4-methylpiperazin-1-yl)-1H-indol-3-yl)-2-phenylethan-1-one FC1=CC=C(CCN[C@H](C(=O)C2=CNC3=CC(=CC=C23)N2CCN(CC2)C)C2=CC=CC=C2)C=C1 |r|